CC1(N(CCC1)CCNC(=O)C=1C=C(C(=NC1)C)NC(=O)C=1N=NN2C1C=CC(=C2)C2=CNC=C2)C N-(5-((2-(2,2-dimethylpyrrolidin-1-yl)ethyl)carbamoyl)-2-methylpyridin-3-yl)-6-(1H-pyrrol-3-yl)-[1,2,3]triazolo[1,5-a]pyridine-3-carboxamide